3,5-diamino-6-chloro-N-(N-(4-(4'-(2-hydroxyethoxy)-[1,1'-biphenyl]-4-yl)butyl)carbamimidoyl)pyrazine-2-carboxamide NC=1C(=NC(=C(N1)N)Cl)C(=O)NC(NCCCCC1=CC=C(C=C1)C1=CC=C(C=C1)OCCO)=N